1-((3,3-difluoro-1-methylcyclobutyl)methyl)-3-(1-methoxycyclopropyl)-N-(2-(S-methylsulfonimidoyl)pyridin-4-yl)-4-(trifluoromethyl)-1H-pyrazole-5-carboxamide FC1(CC(C1)(C)CN1N=C(C(=C1C(=O)NC1=CC(=NC=C1)S(=O)(=N)C)C(F)(F)F)C1(CC1)OC)F